1,1-dibenzyl-3-(4-isopropylbenzyl)urea C(C1=CC=CC=C1)N(C(=O)NCC1=CC=C(C=C1)C(C)C)CC1=CC=CC=C1